Cl.NC(CO)(C)C β-Aminoisobutyl alcohol hydrochloride